BrC=1C=CC(=C(C(=O)N(C)C)C1)C1=NC=CC=N1 5-bromo-N,N-dimethyl-2-(pyrimidin-2-yl)benzamide